C(C)(C)(C)OC(=O)N1C[C@H]([C@@H](C1)N[C@H](C)C1=CC=CC=C1)C(=O)O (3R,4S)-1-(tert-butoxycarbonyl)-4-(((R)-1-phenylethyl)amino)pyrrolidine-3-carboxylic acid